The molecule is a glycosylfucose consisting of beta-D-galactopyranose and alpha-L-fucopyranose residues joined in sequence by a (1->4) glycosidic bond. It derives from a beta-D-galactose and an alpha-L-fucose. C[C@H]1[C@H]([C@H]([C@@H]([C@@H](O1)O)O)O)O[C@H]2[C@@H]([C@H]([C@H]([C@H](O2)CO)O)O)O